ClC=1C=C(C(=C(C1)O)C=1C=2N(C(=NN1)NCC1OCCC1)C=CC2)F 5-chloro-3-fluoro-2-(4-{[(oxolan-2-yl)methyl]amino}pyrrolo[1,2-d][1,2,4]triazin-1-yl)phenol